C(C)C1=C(C2=CC=CC=C2C(=C1)OC(C(CCCC)CC)=O)OC(C(CCCC)CC)=O 2-ethyl-1,4-bis(2-ethylhexanoyloxy)naphthalene